2-[6-[(4aS,8aR)-6-methyl-3,4a,5,7,8,8a-hexahydro-2H-pyrido[4,3-b][1,4]oxazin-4-yl]-4-(difluoromethyl)pyridazin-3-yl]-6-fluoro-phenol CN1C[C@H]2[C@H](OCCN2C2=CC(=C(N=N2)C2=C(C(=CC=C2)F)O)C(F)F)CC1